vinylbenzylbiphenyl C(=C)C=1C(=C(C=CC1)C1=CC=CC=C1)CC1=CC=CC=C1